BrC1=C(C=CC=C1)N1N=C(C=C1C1=CC(=CC=C1)OC1CC1)COC(C(=O)O)(C)C 2-([1-(2-Bromophenyl)-5-(3-cyclopropoxyphenyl)-1H-pyrazol-3-yl]-methoxy)-2-methylpropanoic acid